ClC=1C=C(C2=C(C=C(O2)CNC(=O)C=2C=NN3C2N=CC=C3)C1)C(=O)OCC(F)(F)F 2,2,2-Trifluoroethyl 5-chloro-2-((pyrazolo[1,5-a]pyrimidine-3-carboxamido)methyl)benzofuran-7-carboxylate